(2S)-1-[1-(5-Chloro-2-thienyl)cyclopropanecarbonyl]-N-[(1S)-1-(2-amino-2-oxo-ethyl)prop-2-ynyl]pyrrolidine-2-carboxamide ClC1=CC=C(S1)C1(CC1)C(=O)N1[C@@H](CCC1)C(=O)N[C@H](C#C)CC(=O)N